N-[4-(9-phenyl-9H-carbazol-3-yl)phenyl]-N-[1,1':3',1''-terphenyl-4-yl]-9,9-dimethyl-9H-fluoren-2-amine C1(=CC=CC=C1)N1C2=CC=CC=C2C=2C=C(C=CC12)C1=CC=C(C=C1)N(C1=CC=2C(C3=CC=CC=C3C2C=C1)(C)C)C1=CC=C(C=C1)C1=CC(=CC=C1)C1=CC=CC=C1